N-(5-(2-chloroacetamido)-2-methylpyridin-3-yl)-2-(3,6-dihydro-2H-pyran-4-yl)-1-((2-(trimethylsilyl)ethoxy)methyl)-1H-pyrrolo[2,3-b]pyridine-5-carboxamide ClCC(=O)NC=1C=C(C(=NC1)C)NC(=O)C=1C=C2C(=NC1)N(C(=C2)C=2CCOCC2)COCC[Si](C)(C)C